FC1=CC=C2CC(C(N(C2=C1)CC1=CC=C(C=C1)OC)=O)C 7-fluoro-1-[(4-methoxyphenyl)methyl]-3-methyl-3,4-dihydroquinolin-2-one